methyl 3-(4-cyano-3-fluorophenyl)-1-(4-(4-methylpiperazin-1-yl)phenyl)-1H-pyrazole-5-carboxylate C(#N)C1=C(C=C(C=C1)C1=NN(C(=C1)C(=O)OC)C1=CC=C(C=C1)N1CCN(CC1)C)F